di(3-butenyl)amine C(CC=C)NCCC=C